CSC=1N=C(C=2N=CN([C@]3([C@H](O)[C@H](O)[C@@H](CO)O3)C(N)=O)C2N1)N(C([C@@H](N)C(C)C)=O)O 2-methylthio-N6-hydroxy-N-valyl-carbamoyladenosine